FC(OCCCC(=O)NNC(=O)C12CC(C1)(C2)CC(=O)N)(F)F (3-(2-(4-(trifluoromethoxy)butanoyl)hydrazinocarbonyl)bicyclo[1.1.1]pent-1-yl)acetamide